ClC=1C=C(C(=O)N2CC=3C(=NN4C3C(N(CC4)[C@@H](C)C4=CC=C(C=C4)OC(F)F)=O)C[C@H]2C)C=CC1Cl (3R)-2-(3,4-Dichlorobenzoyl)-9-{(1S)-1-[4-(difluoromethoxy)phenyl]ethyl}-3-methyl-1,2,3,4,8,9-hexahydropyrido[4',3':3,4]pyrazolo[1,5-a]pyrazin-10(7H)-one